(1R,3S,4S)-3-[(tert-Butoxycarbonyl)amino]-4-(methoxymethoxy)cyclopentane-1-carboxylic acid C(C)(C)(C)OC(=O)N[C@H]1C[C@H](C[C@@H]1OCOC)C(=O)O